C(=C)C(CCCCCCC(CCCCCCCC)C=C)C(CCCCCCC)F 1,8-divinyl-hexadecylfluorooctane